N-(1-(4-(1-(trans-3-fluorocyclobutyl)-6-oxo-1,6-dihydropyrimidin-5-yl)phenyl)cyclopropyl)-1-i-propyl-1H-pyrazolo[3,4-d]pyrimidine-6-carboxamide F[C@@H]1C[C@H](C1)N1C=NC=C(C1=O)C1=CC=C(C=C1)C1(CC1)NC(=O)C1=NC=C2C(=N1)N(N=C2)C(C)C